C1CC12CCN(CC2)C2=C(C1=CC=CC=C1C(=C2)NS(=O)(=O)CCO)C(=O)NC2=NC(=NC(=C2)OC)N2CCC(CC2)(F)F 2-{6-azaspiro[2.5]octane-6-yl}-N-[2-(4,4-difluoropiperidin-1-yl)-6-methoxypyrimidine-4-yl]-4-(2-hydroxyethanesulfonylamino)naphthalene-1-carboxamide